tert-Butyl 4-(6-bromo-7-chloroquinazolin-4-yl)-2-carbamoylpiperazine-1-carboxylate BrC=1C=C2C(=NC=NC2=CC1Cl)N1CC(N(CC1)C(=O)OC(C)(C)C)C(N)=O